FC(CN1N=NC2=C1C=C(C=C2F)C=2C=CN1N=C(N=C(C12)OC)N[C@H]1CC[C@H](CC1)OCCO)F 2-((cis-4-((5-(1-(2,2-difluoroethyl)-4-fluoro-1H-benzo[d][1,2,3]triazol-6-yl)-4-methoxypyrrolo[2,1-f][1,2,4]triazin-2-yl)amino)cyclohexyl)oxy)ethan-1-ol